(1S)-2-(2,4-difluoro-5-methyl-phenoxy)-1-methyl-ethyl-ammonium chloride [Cl-].FC1=C(OC[C@H](C)[NH3+])C=C(C(=C1)F)C